N-(2-amino-4-((2-fluorobenzyl)amino)phenyl)heptanamide NC1=C(C=CC(=C1)NCC1=C(C=CC=C1)F)NC(CCCCCC)=O